5,6,7-trifluoro-1H-indole-2-carboxylic acid FC=1C=C2C=C(NC2=C(C1F)F)C(=O)O